C(N)(=N)C=1C=C(SC1)[C@@H](C)NC(=O)[C@H]1N(C[C@](C1)(CF)F)C(CNC(=O)C1=CC=C(C=C1)OC1=CC=C(C=C1)C(F)(F)F)=O (2S,4R)-N-[(1R)-1-(4-carbamimidoylthiophen-2-yl)ethyl]-4-fluoro-4-(fluoromethyl)-1-[2-({4-[4-(trifluoromethyl)phenoxy]phenyl}formamido)acetyl]pyrrolidine-2-carboxamide